Methyl[(1-methyl-1,2,3,4-tetrahydroquinolin-4-yl)methyl]amine hydrochloride Cl.CNCC1CCN(C2=CC=CC=C12)C